C1(CCC1)CN1C(N(CC12CCC(CC2)(C2=CC=CC=C2)N(C)C)CCC(=O)NC2=NC(=CN=C2)OC)=O 3-[1-(Cyclobutyl-methyl)-8-dimethylamino-2-oxo-8-phenyl-1,3-diazaspiro[4.5]decan-3-yl]-N-(6-methoxy-pyrazin-2-yl)-propionamide